(8-{[2-(4-Bromophenyl)imidazo[1,2-a]pyridin-3-yl]methyl}-3,8-diazabicyclo[3.2.1]oct-3-yl)-(6-methoxypyridin-2-yl)methanone BrC1=CC=C(C=C1)C=1N=C2N(C=CC=C2)C1CN1C2CN(CC1CC2)C(=O)C2=NC(=CC=C2)OC